4-(6-HYDROXY-BENZO[D]ISOXAZOL-3-YL)BENZENE OC1=CC2=C(C(=NO2)C2=CC=CC=C2)C=C1